N-(3-(4-(2-Chlorobenzamido)phenyl)-1-methyl-1H-pyrazol-5-yl)piperidine-1-carboxamide ClC1=C(C(=O)NC2=CC=C(C=C2)C2=NN(C(=C2)NC(=O)N2CCCCC2)C)C=CC=C1